CC1=NNC2=CC=C(C=C12)C1=C2CN(C(C2=CC=C1)=O)CC(C(=O)N)=C 2-{[4-(3-methyl-1H-indazol-5-yl)-1-oxo-2,3-dihydro-1H-isoindol-2-yl]methyl}prop-2-enamide